NC1=NN(C=C1B1OC(C(O1)(C)C)(C)C)C(=O)OC(C)(C)C tert-butyl [3-amino-4-(4,4,5,5-tetramethyl-1,3,2-dioxaborolan-2-yl)pyrazol-1-yl]carboxylate